1-(3-(methylcarbamoyl)-7-(trifluoromethyl)thieno[3,2-b]pyridin-5-yl)piperidin-4-yl-5,6-dihydroimidazo[1,2-a]pyrazine-7(8H)-carboxylic acid CNC(=O)C1=CSC=2C1=NC(=CC2C(F)(F)F)N2CCC(CC2)C=2N=C1N(CCN(C1)C(=O)O)C2